N-(5-(5-(tert-butyl)-1,3,4-thiadiazol-2-yl)-4-((2-(1,1-difluoroethyl)pyrimidin-4-yl)amino)pyridin-2-yl)acetamide C(C)(C)(C)C1=NN=C(S1)C=1C(=CC(=NC1)NC(C)=O)NC1=NC(=NC=C1)C(C)(F)F